[N+](=O)([O-])C1=CC=2C(C3=CC(=CC=C3C2C=C1)[N+](=O)[O-])(C1=CC=C(C=C1)N)C1=CC=C(C=C1)N 2,7-dinitro-9,9-bis(4-aminophenyl)fluorene